FC(CN1N=CC=2C1=NC(=CN2)N2CCC1(CC(N(C1)CC1=C(C=C(C=C1)C(F)(F)F)F)=O)CC2)F 8-[1-(2,2-difluoroethyl)-1H-pyrazolo[3,4-b]pyrazin-6-yl]-2-{[2-fluoro-4-(trifluoromethyl)phenyl]methyl}-2,8-diazaspiro[4.5]decan-3-one